C(C=C)OC1OCCCC1 2-(prop-2-en-1-yloxy)tetrahydro-2H-pyran